(E)-N-(4-Fluoro-2,3-dihydro-1H-inden-1-yl)-3-(1H-indazol-6-yl)acrylamid FC1=C2CCC(C2=CC=C1)NC(\C=C\C1=CC=C2C=NNC2=C1)=O